NC1=NC(=C(C=2N1C(=C(N2)C(=O)NCC)C#N)C2=CC(=NC(=C2)C)C)C2=CC=CC=C2 5-amino-3-cyano-8-(2,6-dimethylpyridin-4-yl)-N-ethyl-7-phenylimidazo[1,2-c]pyrimidine-2-carboxamide